[Zr].[Si].[Mg].[Al] aluminum-magnesium-silicon-zirconium